cyclopropyl-(2,4,6-trichloropyridin-3-yl)methanol C1(CC1)C(O)C=1C(=NC(=CC1Cl)Cl)Cl